4,4'-isopropylidenebis(3-phenylphenol) C(C)(C)(C1=C(C=C(C=C1)O)C1=CC=CC=C1)C1=C(C=C(C=C1)O)C1=CC=CC=C1